7-((S)-1-methylpiperidin-3-yl)pyrido[3,4-d]pyridazin-4(3H)-one CN1C[C@H](CCC1)C1=CC2=C(C(NN=C2)=O)C=N1